3-(benzyloxy)-7-((6-chloroimidazo[1,2-b]pyridazin-3-yl)amino)-N-(4-((4-methylpiperazin-1-yl)methyl)-3-(trifluoromethyl)phenyl)-2-naphthamide C(C1=CC=CC=C1)OC=1C(=CC2=CC(=CC=C2C1)NC1=CN=C2N1N=C(C=C2)Cl)C(=O)NC2=CC(=C(C=C2)CN2CCN(CC2)C)C(F)(F)F